The molecule is a CDP-diacylglycerol(2-) obtained by deprotonation of the diphosphate OH groups of CDP-1-stearoyl-2-arachidonoyl-sn-glycerol; major species at pH 7.3. It has a role as a human metabolite. It is a conjugate base of a CDP-1-stearoyl-2-arachidonoyl-sn-glycerol. CCCCCCCCCCCCCCCCCC(=O)OC[C@H](COP(=O)([O-])OP(=O)([O-])OC[C@@H]1[C@H]([C@H]([C@@H](O1)N2C=CC(=NC2=O)N)O)O)OC(=O)CCC/C=C\\C/C=C\\C/C=C\\C/C=C\\CCCCC